2-(5-[cyclopropyl-[(1S,2S,3R,5R)-2-fluoro-8-azabicyclo[3.2.1]oct-3-yl]amino]pyrazin-2-yl)-5-(2-fluoro-6-methoxypyridin-4-yl)phenol C1(CC1)N(C=1N=CC(=NC1)C1=C(C=C(C=C1)C1=CC(=NC(=C1)OC)F)O)[C@H]1[C@H]([C@@H]2CC[C@H](C1)N2)F